3,8-dimethyl-5H,10H-diimidazo[1,5-a:1',5'-d]pyrazine-5,10-dione CC1=NC=C2N1C(C=1N(C2=O)C(=NC1)C)=O